BrC1=C(C(=O)[O-])C=C(C=C1C)NC1=NC=C(C(=N1)NC1COCCC1C#N)C 2-bromo-5-[[4-[(4-cyanotetrahydropyran-3-yl) amino]-5-methyl-pyrimidin-2-yl] amino]-3-methyl-benzoate